2-(2-((3R,4R)-3-Amino-4-fluoropiperidin-1-yl)-5,6-difluoro-1H-benzo[d]imidazol-1-yl)-1-(5,6-dihydro-[1,2,4]triazolo[1,5-a]pyrazin-7(8H)-yl)ethanon N[C@@H]1CN(CC[C@H]1F)C1=NC2=C(N1CC(=O)N1CC=3N(CC1)N=CN3)C=C(C(=C2)F)F